FC1(CCN(CC1)C=1C=C(C=C(C1)C)NC(C1=C(N=C(C=C1)NS(=O)(=O)[C@H](CO)C)N1CCC2(CC2)CC1)=O)F (S)-N-(3-(4,4-Difluoropiperidin-1-yl)-5-methylphenyl)-6-((2-hydroxy-1-methylethyl)sulfonamido)-2-(6-azaspiro[2.5]octan-6-yl)nicotinamide